F[C@H](CNC(=O)C=1C=NC=2N(C1NC(C)C)N=C(C2)C2=C(C=CC=C2)C)C(C)(C)O (R)-N-(2-fluoro-3-hydroxy-3-methylbutyl)-7-(isopropylamino)-2-(o-tolyl)pyrazolo[1,5-a]pyrimidine-6-carboxamide